ClC1=C(C=2N=C(N=C(C2C=N1)N1C[C@H]2CC[C@@H](C1)N2C(=O)OC(C)(C)C)OCC21CC(CN1CC(C2)=C)=C)Cl tert-butyl (1R,5S)-3-(7,8-dichloro-2-((2,6-dimethylenetetrahydro-1H-pyrrolizin-7a(5H)-yl)methoxy)pyrido[4,3-d]pyrimidin-4-yl)-3,8-diazabicyclo[3.2.1]octane-8-carboxylate